CC(C(=O)N1CCCC2=CC=CC=C12)=C 2-methyl-1-(1,2,3,4-tetrahydroquinolin-1-yl)prop-2-en-1-one